C(C)C(C(=O)O)OC(CC)C(=O)O ethyl-carboxymethylether